1H-pyrrolo[3,2-c]pyridine-7-carboxamide N1C=CC=2C=NC=C(C21)C(=O)N